Methyl 5-bromothieno[2,3-c]pyridine-2-carboxylate BrC=1C=C2C(=CN1)SC(=C2)C(=O)OC